5-(3-bromophenyl)-10-[(4-methoxyphenyl)methyl]-5,8,8-trimethyl-7,9-dihydrobenzo[b][1,8]naphthyridin-6-one BrC=1C=C(C=CC1)C1(C2=C(N(C=3N=CC=CC13)CC1=CC=C(C=C1)OC)CC(CC2=O)(C)C)C